(3Z)-6-(ethoxymethoxy)-3-hexenylmagnesium chloride C(C)OCOCC\C=C/CC[Mg]Cl